CC1=CC=C(C(=O)O)C=C1.CC1=CC=C(C(=O)OC)C=C1 methyl p-methylbenzoate (4-methylbenzoate)